2-(R)-(1-(cyclopropylmethyl)-7-(3-ethylpyridin-4-yl)-3-fluoro-2-(piperidin-3-yl)-1H-indol-5-yl)(1-methylpyrrolo[3,4-c]pyrazol-5(1H,4H,6H)-yl)methanone C1(CC1)CN1C(=C(C2=CC(=CC(=C12)C1=C(C=NC=C1)CC)N1N(C2=C(C1)CN(C2)C=O)C)F)C2CNCCC2